OCC1(CN(CCN1)C(=O)OC(C)(C)C)C tert-butyl 3-(hydroxymethyl)-3-methylpiperazine-1-carboxylate